(R)-N-(4-{[5-ethoxy-7-(tetrahydrofuran-3-yloxy)quinazolin-4-yl]amino}phenyl)-2-[4-(propan-2-yl)-1H-1,2,3-triazol-1-yl]acetamide C(C)OC1=C2C(=NC=NC2=CC(=C1)O[C@H]1COCC1)NC1=CC=C(C=C1)NC(CN1N=NC(=C1)C(C)C)=O